6-bromo-3-(1-methyl-1H-pyrazol-4-yl)-5-(3R)-3-piperidylpyrazolo[1,5-a]pyrimidin-7-amine BrC=1C(=NC=2N(C1N)N=CC2C=2C=NN(C2)C)[C@H]2CNCCC2